CCCCCCCCCCCCCC(CCCC(=O)[O-])OC(=O)CCCCCCC/C=C\\CCCCCCCC The molecule is a monocarboxylic acid anion that is the conjugate base of 5-[(9Z)-octadecenoyloxy]octadecanoic acid, obtained by deprotonation of the carboxy group; major species at pH 7.3. It is a conjugate base of a 5-[(9Z)-octadecenoyloxy]octadecanoic acid.